tert-butyl N-[2-[2-[5-[[3-chloro-5-(hydrazinecarbonyl)-2-methoxyphenyl]sulfonylamino]-2,4-difluorophenyl]phenoxy]ethyl]carbamate ClC=1C(=C(C=C(C1)C(=O)NN)S(=O)(=O)NC=1C(=CC(=C(C1)C1=C(OCCNC(OC(C)(C)C)=O)C=CC=C1)F)F)OC